FC1=C(C=C(C=C1)F)[C@@H]1N(C[C@H](C1)F)C=1N=C2C(=CC=NC2=CC1)NC=1OC[C@@H](CN1)O (R)-2-((6-((2R,4S)-2-(2,5-difluorophenyl)-4-fluoropyrrolidin-1-yl)-1,5-naphthyridin-4-yl)amino)-5,6-dihydro-4H-1,3-oxazin-5-ol